3-[4-(4-piperidyl)anilino]piperidine-2,6-dione HCl salt Cl.N1CCC(CC1)C1=CC=C(NC2C(NC(CC2)=O)=O)C=C1